5-phenoxyvaleramide O(C1=CC=CC=C1)CCCCC(=O)N